[C@@H]1([C@H](O)[C@@H](O)[C@H](O)[C@H](O1)CO)OC=1C=CC(=C(C(=O)O)C1)O 5-(beta-D-glucopyranosyloxy)-2-hydroxybenzoic acid